((3aR,4R,6R,6aR)-6-(4-amino-7H-pyrrolo[2,3-d]pyrimidin-7-yl)-2,2,3a-trimethyltetrahydrofuro[3,4-d][1,3]dioxol-4-yl)methanol NC=1C2=C(N=CN1)N(C=C2)[C@@H]2O[C@@H]([C@@]1([C@H]2OC(O1)(C)C)C)CO